FC1(CC(C1)C(C(C#N)C)=O)F 3-(3,3-difluorocyclobutyl)-2-methyl-3-oxopropanenitrile